tert-butyl N-[(3R)-3-piperidyl]carbamate N1C[C@@H](CCC1)NC(OC(C)(C)C)=O